5-fluoro-2-(((1-methylpiperidin-4-yl)thio)methyl)-7-(piperidin-4-ylmethoxy)quinazolin-4(3H)-one FC1=C2C(NC(=NC2=CC(=C1)OCC1CCNCC1)CSC1CCN(CC1)C)=O